NCCCCCCCCOC1=C2C(N(C(C2=CC=C1)=O)C1C(N(C(C2(CC2)C1)=O)C(=O)OC(C)(C)C)=O)=O tert-Butyl 7-(4-((8-aminooctyl)oxy)-1,3-dioxoisoindolin-2-yl)-4,6-dioxo-5-azaspiro[2.5]octane-5-carboxylate